(RS)-2-chloro-4-fluoro-5-[5-(trifluoromethylthio)pentyloxy]phenyl-2,2,2-trifluoroethylsulfoxide ClC1=C(C=C(C(=C1)F)OCCCCCSC(F)(F)F)[C@H](C(F)(F)F)S(=O)[C@@H](C(F)(F)F)C1=C(C=C(C(=C1)OCCCCCSC(F)(F)F)F)Cl |r|